(1R,5R)-2,6-diazabicyclo[3.2.0]heptan [C@@H]12NCC[C@H]2NC1